3-[4-[1-(8-amino-2-oxo-octyl)-4-piperidyl]anilino]piperidine-2,6-dione NCCCCCCC(CN1CCC(CC1)C1=CC=C(NC2C(NC(CC2)=O)=O)C=C1)=O